(1-Ethyl-7-methoxy-1H-indazol-6-yl)carbamic acid tert-butyl ester C(C)(C)(C)OC(NC1=CC=C2C=NN(C2=C1OC)CC)=O